O=C1C=C(C(=NN1C1=CC=CC=C1)C(=O)OC)C#C[Si](C)(C)C Methyl 6-oxo-1-phenyl-4-(2-trimethylsilyl Ethynyl)pyridazine-3-carboxylate